ethyl-decanoic acid C(C)C(C(=O)O)CCCCCCCC